(5-((2-Bromobenzyl)oxy)-4-oxo-4H-chromene-2-carbonylamino)-L-phenylalanine BrC1=C(COC2=C3C(C=C(OC3=CC=C2)C(=O)NN[C@@H](CC2=CC=CC=C2)C(=O)O)=O)C=CC=C1